(5-chloro-2-(methylthio)pyrimidin-4-yl)-6-cyclopropyl-7-methoxyimidazo[1,2-b]pyridazine ClC=1C(=NC(=NC1)SC)C=1N=C2N(N=C(C(=C2)OC)C2CC2)C1